ClC=1C=C(C=C(C1)NS(=O)(=O)C)NC(=O)C=1C=NN(C1)CCO N-(3-chloro-5-(methylsulfonamido)phenyl)-1-(2-hydroxyethyl)-1H-pyrazole-4-carboxamide